2-(4-bromo-5-methoxy-2-(methoxy-d3)phenyl)ethan-1,1,2,2-d4-1-amine hydrochloride Cl.BrC1=CC(=C(C=C1OC)C(C(N)([2H])[2H])([2H])[2H])OC([2H])([2H])[2H]